Cl.ClC1=CC=C(C=C1)NC1N(C(=NC(=N1)N)N1CCCC1)C1=CC(=C(C=C1)C)C N-(4-Chlorophenyl)-N1-(3,4-dimethylphenyl)-6-pyrrolidin-1-yl-[1,3,5]triazine-2,4-diamine hydrochloride